3-[([3,3'-Bipyridyl]-5-yl)methoxy]-N-[(1S,2S)-2-hydroxycyclohexyl]-4-methylbenzamide N1=CC(=CC(=C1)COC=1C=C(C(=O)N[C@@H]2[C@H](CCCC2)O)C=CC1C)C=1C=NC=CC1